C(C)OC1=C(C(=C2N(C(CN(S2(=O)=O)CCC)C(=O)OC)C1=O)C1=CC(=CC=C1)C(F)(F)F)CC1=CC=CC2=CC=CC=C12 Methyl 7-ethoxy-8-(naphthalen-1-ylmethyl)-6-oxo-2-propyl-9-(3-(trifluoromethyl)phenyl)-3,4-dihydro-2H,6H-pyrido[1,2-e][1,2,5]thiadiazine-4-carboxylate 1,1-dioxide